(S)-N-(3-(8-(6,6-difluoro-1,4-oxazepan-5-yl)-3-(2,2,2-trifluoroethyl)imidazo[1,2-a]pyridin-2-yl)prop-2-yn-1-yl)-2-methoxy-4-(methylsulfonyl)aniline FC1([C@@H](NCCOC1)C=1C=2N(C=CC1)C(=C(N2)C#CCNC2=C(C=C(C=C2)S(=O)(=O)C)OC)CC(F)(F)F)F